C(CCCCCC)OC(CCCCCCCC\C=C/CCO)OCCCCCCC (3Z)-13,13-diheptyloxy-3-tridecen-1-ol